N(=[N+]=[N-])CC=1C=CC(=NC1C=C)N1CC2C(C2C1)(F)F 3-[5-(azidomethyl)-6-vinylpyridin-2-yl]-6,6-difluoro-3-azabicyclo[3.1.0]hexane